N-(4-(hydroxycarbamoyl)phenyl)-2-(trifluoromethyl)benzamide ONC(=O)C1=CC=C(C=C1)NC(C1=C(C=CC=C1)C(F)(F)F)=O